ClC1=C(C2=C(OCO2)C=C1)C1=C(N(C=2N=CN=CC21)C)C#CC2CN(C2)C2CCN(CC2)C(C=C)=O 1-(4-(3-((5-(5-chlorobenzo[d][1,3]dioxol-4-yl)-7-methyl-7H-pyrrolo[2,3-d]pyrimidin-6-yl)ethynyl)azetidin-1-yl)piperidin-1-yl)prop-2-en-1-one